nitryl-chlorophenol [N+](=O)([O-])C=1C(=C(C=CC1)O)Cl